FC=1C=C(C=C(C1F)F)C1=C(C=C(C=C1)O)[N+](=O)[O-] 3',4',5'-trifluoro-2-nitro-[1,1'-biphenyl]-4-ol